Cholest-5-ene-3β,7α,26-triol C(C(C)CCC[C@@H](C)[C@H]1CC[C@H]2[C@@H]3[C@@H](C=C4C[C@H](CC[C@]4(C)[C@H]3CC[C@]12C)O)O)O